5-(3-aminopropyl)-3-(trifluoromethyl)-5,10-dihydro-11H-dibenzo[b,e][1,4]diazepin-11-one NCCCN1C2=C(NC(C3=C1C=C(C=C3)C(F)(F)F)=O)C=CC=C2